CC=1N=C2C(=CC=NC2=CC1)O 6-methyl-1,5-naphthyridin-4-ol